C(C)(C)N1N=C(C(=C1)CN1CC2(CC1)CCNCC2)C2=CC=CC=C2 2-((1-isopropyl-3-phenyl-1H-pyrazol-4-yl)methyl)-2,8-diazaspiro[4.5]Decane